NC=1C=CC(=NC1)N1N=C(C(=C1)C1=CN=C(N1C)C(=O)NC1=CC(=C(C=C1)C(=O)N1CCN(CC1)C(=O)C1CC[N+](CC1)(C)C)Cl)C(F)F 5-[1-(5-Amino-2-pyridyl)-3-(difluoromethyl)pyrazol-4-yl]-N-[3-chloro-4-[4-(1,1-dimethylpiperidin-1-ium-4-carbonyl)piperazine-1-carbonyl]phenyl]-1-methyl-imidazole-2-carboxamide